2-((5,5''-difluoro-5'-methyl-2,2''-dinitro-[1,1':3',1''-terphenyl]-2'-yl)oxy)-N,N-dimethylethylamine FC=1C=CC(=C(C1)C1=C(C(=CC(=C1)C)C1=C(C=CC(=C1)F)[N+](=O)[O-])OCCN(C)C)[N+](=O)[O-]